5-((4-methyl-3-(trifluoromethyl)benzyl)oxy)-2,3-dihydro-1H-inden-1-one CC1=C(C=C(COC=2C=C3CCC(C3=CC2)=O)C=C1)C(F)(F)F